C(C)OC([C@H](C1CC2(CC2)C1)N)=O (2S)-2-amino-2-spiro[2.3]hexane-5-yl-acetic acid ethyl ester